(R)-1-(6-((S)-1-(2,2-difluorobenzo[d][1,3]dioxol-5-yl)ethoxy)pyridazin-4-yl)-3-(trifluoromethyl)-4,5,6,7-tetrahydro-1H-indazol FC1(OC2=C(O1)C=CC(=C2)[C@H](C)OC2=CC(=CN=N2)N2N=C(C=1CCCCC21)C(F)(F)F)F